NCC#CC1=CC2=C(N=C3N2[C@H]2C4=C(C(N([C@@H]3C2)C([2H])([2H])[2H])=O)C=CC=C4C#CC)C=C1 (7R,14R)-11-(3-aminoprop-1-yn-1-yl)-6-(methyl-d3)-1-(prop-1-yn-1-yl)-6,7-dihydro-7,14-methanobenzo[f]benzo[4,5]imidazo[1,2-a][1,4]diazocin-5(14H)-one